2,5-bis(3-tetradecylthiophene-2-yl)thieno[3,2-B]thiophene C(CCCCCCCCCCCCC)C1=C(SC=C1)C1=CC2=C(S1)C=C(S2)C=2SC=CC2CCCCCCCCCCCCCC